lithium butenate C(C=CC)(=O)[O-].[Li+]